CCCCCCSC[C@@H](C(=O)NCC(=O)O)NC(=O)CC[C@@H](C(=O)O)N Hexylglutathione